C(#C)[SH2+].N[C@@H](CCSC)C(=O)[O-] methionine ethynyl-sulfonium salt